(3R)-3-amino-7-[5-(3-aminooxetan-3-yl)-1,2,4-oxadiazol-3-yl]-8-fluoro-5-[[4-(4-methoxyphenyl)phenyl]methyl]-1,1-dioxo-2,3-dihydro-1lambda6,5-benzothiazepin-4-one N[C@H]1CS(C2=C(N(C1=O)CC1=CC=C(C=C1)C1=CC=C(C=C1)OC)C=C(C(=C2)F)C2=NOC(=N2)C2(COC2)N)(=O)=O